ClC1=CC=C(CN2C(=NC=3N(C(N(C(C23)=O)CCCO)=O)C)C#CC(C)(C)NC2CCCC2)C=C1 (4-chlorobenzyl)-8-(3-(cyclopentylamino)-3-methylbut-1-yn-1-yl)-1-(3-hydroxypropyl)-3-methyl-3,7-dihydro-1H-purine-2,6-dione